Diethyl (1RS,3aSR,6aSR)-1-benzyl-4,6-dioxo-5-phenyl-1,3a,4,5,6,6a-hexahydropyrrolo[3,4-c]pyrrole-1-phosphonate C(C1=CC=CC=C1)[C@@]1(N=C[C@@H]2[C@H]1C(N(C2=O)C2=CC=CC=C2)=O)P(OCC)(=O)OCC |r|